silver-titanium water O.[Ti].[Ag]